C1(CC1)N1N=C(N=C1)C=1C(=C(C=CC1)NC1=CC(=NC=2CCN(C(C12)=C=O)C)NC(=O)C1CC1)OC N-(4-((3-(1-cyclopropyl-1H-1,2,4-triazol-3-yl)-2-methoxyphenyl)amino)-6-methyl-5-carbonyl-5,6,7,8-tetrahydro-1,6-naphthyridin-2-yl)cyclopropanecarboxamide